arachidyl propionate C(CC)(=O)OCCCCCCCCCCCCCCCCCCCC